COC1=CC(=C(C(=O)NC=2SC(=CN2)[N+](=O)[O-])C=C1)C 4-Methoxy-2-methyl-N-(5-nitrothiazol-2-yl)benzamide